((2S,3R)-1-hydroxy-3-methylpent-2-yl)-1H-benzo[d]imidazole-2-carboxamide OC[C@H]([C@@H](CC)C)N1C(=NC2=C1C=CC=C2)C(=O)N